Bis(p-chlorobenzoyl)peroxid ClC1=CC=C(C(=O)OOC(C2=CC=C(C=C2)Cl)=O)C=C1